Dimethyl-Ammonium Chloride [Cl-].C[NH2+]C